3-Phenyl-3-(4-methoxyphenyl)-6-methoxy-7-(4-(2-hydroxycarbonylethyl)carboxypiperidin-1-yl)-13,13-dimethyl-3H,13H-indeno[2',3':3,4]naphtho[1,2-b]pyran C1(=CC=CC=C1)C1(C=CC2=C(O1)C=1C=C(C(=CC1C1=C2C(C2=CC=CC=C21)(C)C)N2C(CC(CC2)CCC(=O)O)C(=O)O)OC)C2=CC=C(C=C2)OC